N(=[N+]=[N-])[C@@H]1CCN(C1)C(=O)OCC1C2=CC=CC=C2C2=CC=CC=C12 (2S,4R)-4-azido-1-Fmoc-pyrrolidine